2-(4-(pyridin-4-yl)phenyl)acetamide N1=CC=C(C=C1)C1=CC=C(C=C1)CC(=O)N